1-[(3-fluorophenyl)methyl]-5-nitro-indazole FC=1C=C(C=CC1)CN1N=CC2=CC(=CC=C12)[N+](=O)[O-]